(9Z,27Z)-hexatriacont-9,27-dien-18-yl (((9H-fluorene-9-yl)methoxy)carbonyl)methioninate C1=CC=CC=2C3=CC=CC=C3C(C12)COC(=O)N[C@@H](CCSC)C(=O)OC(CCCCCCC\C=C/CCCCCCCC)CCCCCCCC\C=C/CCCCCCCC